C(C)N1C([C@@H](CC1)C1=CC=2C(=NC=CC2NC=2C(=CC3=C(N=CS3)C2F)F)S1)(C)C (R)-N-(2-(1-ethyl-2,2-dimethylpyrrolidin-3-yl)thieno[2,3-b]pyridin-4-yl)-4,6-difluorobenzo[d]thiazol-5-amine